ClC=1C=2C(N=C3N(C2C=CC1)C1=CC=C(C=C1C31CCCCC1)C1CC(CCC1)C=O)=O 3-(4'-chloro-5'-oxo-5'H-spiro[cyclohexane-1,7'-indolo[1,2-a]quinazolin]-9'-yl)cyclohexane-1-carbaldehyde